(2S)-N-[(4-carbamimidoylthiophen-2-yl)methyl]-1-{2-[(4-propoxyphenyl)formamido]acetyl}pyrrolidine-2-carboxamide C(N)(=N)C=1C=C(SC1)CNC(=O)[C@H]1N(CCC1)C(CNC(=O)C1=CC=C(C=C1)OCCC)=O